C(C)(C)(CCCC)Br tert-heptyl bromide